6,6-Dimethyl-3-(pyrimidin-2-yloxy)-8-((2R,3R)-2,3,4-trihydroxy-butoxy)-6H-benzo[b]naphtho[2,3-d]furan-11-one CC1(C2=CC(=CC=C2C(C=2C3=C(OC21)C=C(C=C3)OC3=NC=CC=N3)=O)OC[C@H]([C@@H](CO)O)O)C